N1(CCC1)C=1N=CC=2C(N1)=C(C(N(C2)C=2C=C1C=CC=NC1=CC2)=O)C2=CC=C(C=C2)OC(F)F 2-(azetidin-1-yl)-8-(4-(difluoromethoxy)phenyl)-6-(quinolin-6-yl)pyrido[4,3-d]pyrimidin-7(6H)-one